C(C)(=O)O[C@H]1[C@@H](SC2=CC(=C(C=C2)OCC)Cl)O[C@@H]([C@@H]([C@@H]1N1N=NC(=C1)C1=CC(=C(C(=C1)F)F)F)OC(C)=O)COC(C)=O 3-Chlorophenetyl 2,4,6-tri-O-acetyl-3-deoxy-3-[4-(3,4,5-trifluorophenyl)-1H-1,2,3-triazol-1-yl]-1-thio-α-D-galactopyranoside